4-chlorobenzyl (S)-(4-(1-(4-methyloxazole-5-carboxamido)eth-yl)phenyl)carbamate CC=1N=COC1C(=O)N[C@@H](C)C1=CC=C(C=C1)NC(OCC1=CC=C(C=C1)Cl)=O